2-((2-dimethylaminoethoxy)ethylamino)ethanol (S)-1-((3aR,5S,6aR)-2,2-Dimethyltetrahydrofuro[2,3-d][1,3]dioxol-5-yl)propyl-acetate CC1(O[C@H]2[C@@H](O1)O[C@@H](C2)[C@@H](CC)CC(=O)OCCNCCOCCN(C)C)C